(R)-5-(tert-butyl)-N-(8-(4-((1-methyl-1H-pyrazol-4-yl)amino)-1,3,5-triazin-2-yl)-2-(2,2,2-trifluoroethyl)-2,3,4,5-tetrahydro-1H-benzo[c]azepin-5-yl)-1,2,4-oxadiazole-3-carboxamide C(C)(C)(C)C1=NC(=NO1)C(=O)N[C@H]1C2=C(CN(CC1)CC(F)(F)F)C=C(C=C2)C2=NC=NC(=N2)NC=2C=NN(C2)C